O[C@@H]1C[C@H](CC1)NC=1N=NC(=C2C1C=NC=C2)C2=C(C=C(C=C2)C(F)(F)F)O 2-(4-(((1s,3s)-3-hydroxycyclopentyl)amino)pyrido[3,4-d]pyridazin-1-yl)-5-(trifluoromethyl)phenol